C12CN(CC(CC1)O2)C=2SC=C(N2)CO (2-(8-oxa-3-azabicyclo[3.2.1]oct-3-yl)thiazol-4-yl)methanol